ClC1=NC(=NC(=N1)N1CCOCC1)N1C(COCC1)C 4-(4-chloro-6-morpholino-1,3,5-triazin-2-yl)-3-methylmorpholine